tert-butyl (2S,3R)-3-((2,7-dichloro-8-fluoropyrido[4,3-d]pyrimidin-4-yl)(methyl)amino)-2-methylpyrrolidine-1-carboxylate ClC=1N=C(C2=C(N1)C(=C(N=C2)Cl)F)N([C@H]2[C@@H](N(CC2)C(=O)OC(C)(C)C)C)C